[C@H]12C(C[C@H](CC1)C2)OC2=CC=C(C=C2)C=2OC1=CC=C(C=C1C(C2)=O)OC 2-(4-(((1S,4R)-bicyclo[2.2.1]heptan-2-yl)oxy)phenyl)-6-methoxy-4H-chromen-4-one